(2S,4R)-1-[(2S)-2-[(1-fluorocyclopropanecarbonyl)amino]-3,3-dimethyl-butanoyl]-4-hydroxy-pyrrolidine-2-carboxylic acid FC1(CC1)C(=O)N[C@H](C(=O)N1[C@@H](C[C@H](C1)O)C(=O)O)C(C)(C)C